C1=CC=NC=2C=CC=3C=C4C=CC=CC4=CC3C21 pyridinoanthracene